F[S](F)F trifluorosulfur